(E)-2-methyl-N-((2-(trifluoromethyl)pyrimidin-4-yl)methylene)propane-2-sulfinamide CC(C)(C)S(=O)/N=C/C1=NC(=NC=C1)C(F)(F)F